COC1=C(COC2=CC=C(C=O)C=C2)C=CC=C1C1=C(C=CC=C1)F 4-(2-methoxy-3-o-fluorophenylbenzyloxy)benzaldehyde